tert-butyl (2S)-2-[(benzyloxy)methyl]-6-hydroxy-1,4-oxazepane-4-carboxylate C(C1=CC=CC=C1)OC[C@H]1OCC(CN(C1)C(=O)OC(C)(C)C)O